C[C@H]1CN(C[C@@H](N1)C)C1=C2C=NC(=NC2=C(C=C1)C(=O)NC=1C=C(C=2N(C1)C=C(N2)C)F)OCCOC 5-[(3S,5S)-3,5-dimethylpiperazin-1-yl]-N-(8-fluoro-2-methyl-imidazo[1,2-a]pyridin-6-yl)-2-(2-methoxyethoxy)quinazoline-8-carboxamide